(R)-6-((4,6-dimethyl-2-oxo-1,2-dihydropyridin-3-yl)methyl)-2-trans-4-(dimethylamino)cyclohexyl-9-(furan-2-yl)-2,4-dimethyl-7,8-dihydro-[1,3]dioxolo[4,5-g]isoquinolin-5(6H)-one CC1=C(C(NC(=C1)C)=O)CC1CC(CCC1N1C(C=2C(=C3C(=C(C2CC1)C=1OC=CC1)O[C@@H](O3)C)C)=O)N(C)C